C(CCN)N Propan-1,3-diamin